COC(COC=1C=NC=CC1C#N)(C)C 3-(2-methoxy-2-methylpropoxy)pyridine-4-carbonitrile